CC(C#N)(C)C1=NC=C(C=C1)NCC#CC=1N(C2=CC=C(C=C2C1)CNC1CCOCC1)CC(C)C 2-methyl-2-[5-({3-[1-(2-methyl-propyl)-5-{[(oxan-4-yl)amino]methyl}-1H-indol-2-yl]prop-2-yn-1-yl}amino)pyridin-2-yl]propanenitrile